(2Z,2'Z)-4,4'-((((bicyclo[1.1.1]pentane-1,3-diylbis(methylene))bis(oxy))bis(propane-3,1-diyl))bis(azanediyl))bis(4-oxobut-2-enoic acid) C12(CC(C1)(C2)COCCCNC(\C=C/C(=O)O)=O)COCCCNC(\C=C/C(=O)O)=O